C(C)(C)(C)OC(=O)NC(CN1C=C(C(C=2C=C(C=NC12)B(O)O)=O)C(=O)OCC)(C)C [8-[2-(tert-Butoxycarbonylamino)-2-methyl-propyl]-6-ethoxycarbonyl-5-oxo-1,8-naphthyridin-3-yl]boronic acid